triethylsilylium tetrakis(2,3,4,6-tetrafluorophenyl)borate FC1=C(C(=CC(=C1F)F)F)[B-](C1=C(C(=C(C=C1F)F)F)F)(C1=C(C(=C(C=C1F)F)F)F)C1=C(C(=C(C=C1F)F)F)F.C(C)[Si+](CC)CC